CC1=C(C2=C(C(N=C(S2)N2CCC(CC2)C2=NC(=NO2)C=2C=NC=CC2)=O)C=C1C(F)(F)F)[N+](=O)[O-] 7-methyl-8-nitro-2-(4-(3-(pyridin-3-yl)-1,2,4-oxadiazol-5-yl)piperidin-1-yl)-6-(trifluoromethyl)-4H-benzo[e][1,3]thiazin-4-one